N-((2S,3S)-1-((1-hydroxycyclobutyl)carbonyl)-2-((2,3',5'-trifluorobiphenyl-3-yl)methyl)pyrrolidin-3-yl)methanesulfonamide OC1(CCC1)C(=O)N1[C@H]([C@H](CC1)NS(=O)(=O)C)CC=1C(=C(C=CC1)C1=CC(=CC(=C1)F)F)F